CNC1=CC(=CC=C1)OCC1=CC=CC=C1 N-methyl-3-(benzyloxy)aniline